S-(4-ethoxycarbonylbutyl)-butyl-hexadecylsulfonium chloride [Cl-].C(C)OC(=O)CCCC[S+](CCCCCCCCCCCCCCCC)CCCC